COC1(COC1)C=1C=C(C=CC1)C(=O)N1CCC(CC1)CC1=CC=C(C=C1)C(F)(F)F (3-(3-methoxyoxetan-3-yl)phenyl)(4-(4-(trifluoromethyl)benzyl)piperidin-1-yl)methanone